N-(4-hydroxyphenyl)-2-(4-methylpiperazine-1-yl)acetamide tert-butyl-(S)-((3-(6-chloro-2-(4,4-difluoroazepan-1-yl)nicotinamido)phenyl)(methyl)(oxo)-λ6-sulfaneylidene)carbamate C(C)(C)(C)OC(N=[S@](=O)(C)C1=CC(=CC=C1)NC(C1=C(N=C(C=C1)Cl)N1CCC(CCC1)(F)F)=O)=O.OC1=CC=C(C=C1)NC(CN1CCN(CC1)C)=O